5-[(3S,5R)-3-methyl-5-[(5-piperazin-1-yl-2-pyridyl)methylamino]-1-piperidinyl]quinoline-8-carbonitrile C[C@@H]1CN(C[C@@H](C1)NCC1=NC=C(C=C1)N1CCNCC1)C1=C2C=CC=NC2=C(C=C1)C#N